C(C)C(COC(CCC(C)C)=O)CC 4-methylpentanoic acid 2-ethylbutyl ester